N-(1,3,5-trimethylphenyl)-4-methyl-N-allenylbenzenesulfonamide CC1(CC(=CC(=C1)C)C)N(S(=O)(=O)C1=CC=C(C=C1)C)C=C=C